FC(C(=CC=NO)C)(F)F 4,4,4-trifluoro-3-methyl-2-butene-1-aldoxime